N=1SN=C2C1C=CC=C2S(=O)(=O)N2CCC1(C[C@@H](CO1)NC[C@@H](COC=1C=C(C=CC1)S(=O)(=O)NC)O)CC2 3-((S)-3-((S)-8-(benzo[c][1,2,5]thiadiazol-4-ylsulfonyl)-1-oxa-8-azaspiro[4.5]decan-3-ylamino)-2-hydroxypropoxy)-N-methylbenzenesulfonamide